Cl.N[C@H](C(=O)N1[C@@H](C[C@H](C1)OC)C(=O)N[C@@H](C)C1=CC=C(C=C1)C1=C(N=CS1)C)C(C)(C)C (2S,4R)-1-((S)-2-amino-3,3-dimethylbutanoyl)-4-methoxy-N-((S)-1-(4-(4-methylthiazol-5-yl)phenyl)ethyl)pyrrolidine-2-carboxamide hydrochloride